COC1=CC=C(C=N1)C1=CC=2C3=C(C(NC2C=C1)=O)N=NN3C3=CC(=C(C=C3)N3CCNCC3)C(F)(F)F 8-(6-methoxypyridin-3-yl)-1-(4-(piperazin-1-yl)-3-trifluoromethylphenyl)-1,5-dihydro-4H-[1,2,3]triazolo[4,5-c]quinolin-4-one